P(=O)(OCCCCCCCCCCCCCCCCOC(C=C)=O)(O)O acryloxyhexadecyl dihydrogen phosphate